COC1=NC=NC(=C1)[Sn](CCCC)(CCCC)CCCC 4-methoxy-6-(tributylstannyl)pyrimidine